1-Biphenyl-2-yl-3-[3-(4-bromo-2-methyl-2H-pyrazol-3-yl)-4-methoxy-phenyl]-urea C1(=C(C=CC=C1)NC(=O)NC1=CC(=C(C=C1)OC)C=1N(N=CC1Br)C)C1=CC=CC=C1